ClC1=NC(=NC(=C1I)C)C 4-chloro-5-iodo-2,6-dimethylpyrimidine